CC1=CC(=NC=C1)C1=CC=C(C=C1)S(=O)(=O)NCC1=CC=NC=C1 4-(4-methylpyridin-2-yl)-N-(pyridin-4-ylmethyl)-benzenesulfonamide